1-methyl-3-(1-methyl-2-(trifluoromethyl)-1H-indol-3-yl)-6-fluoroquinoxalin CN1CC(=NC2=CC(=CC=C12)F)C1=C(N(C2=CC=CC=C12)C)C(F)(F)F